2,2-difluoro-N-methylcyclopentan-1-amine FC1(C(CCC1)NC)F